(S)-2-bromo-N-(1-(2-fluoro-4-methylphenyl)ethyl)acetamide 2,5-diazabicyclo[5.1.0]octane-2-carboxylate C12N(CCNCC2C1)C(=O)O.BrCC(=O)N[C@@H](C)C1=C(C=C(C=C1)C)F